[C@H]12N(C[C@H](NC1)C2)C2=NC(=NC1=C(C(=CC=C21)C=2C=C(C=C(C2C2CC2)Cl)O)F)OC[C@]21CCCN1C[C@@H](C2)F 3-(4-((1R,4R)-2,5-diazabicyclo[2.2.1]heptan-2-yl)-8-fluoro-2-(((2R,7aS)-2-fluorotetrahydro-1H-pyrrolizin-7a(5H)-yl)methoxy)quinazolin-7-yl)-5-chloro-4-cyclopropylphenol